3,5-di-tert-butyl-4-hydroxybenzyl cinnamate C(C=CC1=CC=CC=C1)(=O)OCC1=CC(=C(C(=C1)C(C)(C)C)O)C(C)(C)C